1-(6-amino-5-ethylsulfanyl-3-pyridyl)cyclopropanecarbonitrile NC1=C(C=C(C=N1)C1(CC1)C#N)SCC